N1CC(C1)OC1=C(N=CC2=CC=C(C=C12)C=1C=NN(C1)C)C 4-(azetidin-3-yloxy)-3-methyl-6-(1-methyl-1H-pyrazol-4-yl)isoquinoline